2-methoxy-5-[7-(3,4,5-trimethoxyphenyl)-3H-benzo[d]imidazol-5-yl]phenol COC1=C(C=C(C=C1)C1=CC2=C(N=CN2)C(=C1)C1=CC(=C(C(=C1)OC)OC)OC)O